6-(3-(1-(6-([1,1'-biphenyl]-2-yloxy)hexyl)-1H-1,2,3-triazol-4-yl)phenyl)-4-(trioxidaneylthio)naphthalene-2-sulfonic acid C1(=C(C=CC=C1)OCCCCCCN1N=NC(=C1)C=1C=C(C=CC1)C=1C=C2C(=CC(=CC2=CC1)S(=O)(=O)O)SOOO)C1=CC=CC=C1